(R)-3-amino-1-(2-((6-amino-9H-purin-9-yl)methyl)-4-fluoro-3-(((R)-3-fluoropyrrolidin-1-yl)methyl)phenyl)-N-cyclopropylpyrrolidine-3-carboxamide N[C@]1(CN(CC1)C1=C(C(=C(C=C1)F)CN1C[C@@H](CC1)F)CN1C2=NC=NC(=C2N=C1)N)C(=O)NC1CC1